[OH-].C(CCC)OCCCN1C=[N+](C=C1)CCCOCCCC 1,3-bis(3-butoxypropyl)imidazolium hydroxide